2-(4-Chloro-2-methoxyphenyl)-Acetylchlorid ClC1=CC(=C(C=C1)CC(=O)Cl)OC